CN1N=CC(=C1)C(C)(C)NC(C)=O N-[2-(1-methyl-1H-pyrazol-4-yl)propan-2-yl]acetamide